3-bromo-1-[4-(difluoromethyl)phenyl]pyrazole BrC1=NN(C=C1)C1=CC=C(C=C1)C(F)F